5-fluoro-N-isopropylbenzamide formate C(=O)O.FC=1C=CC=C(C(=O)NC(C)C)C1